2-((Methyl-d3)amino)-3-chloropyridine-4-thiol sodium [Na].C([2H])([2H])([2H])NC1=NC=CC(=C1Cl)S